2,2-difluoroethyl (trans-4-((4-(5-(methanesulfonyl)-pyridin-3-yl)-5-(trifluoromethyl)pyrimidin-2-yl)amino)cyclohexyl)(5-(1-(oxan-4-yl)-1H-pyrazol-4-yl)pyrazin-2-yl)carbamate CS(=O)(=O)C=1C=C(C=NC1)C1=NC(=NC=C1C(F)(F)F)N[C@@H]1CC[C@H](CC1)N(C(OCC(F)F)=O)C1=NC=C(N=C1)C=1C=NN(C1)C1CCOCC1